C(=O)(OCC1=CC=CC=C1)N1CC(C(C1)=O)C(=O)OCC ethyl N-Cbz-4-oxo-3-pyrrolidinecarboxylate